1-(5-Bromo-2-chloro-4-hydroxyphenyl)-2-(2H-tetrazol-2-yl)ethan-1-one BrC=1C(=CC(=C(C1)C(CN1N=CN=N1)=O)Cl)O